[C-]1(C=CC=C1)S[C-]1C=CC=C1.[CH-]1C=CC=C1.[Fe+2].[CH-]1C=CC=C1.[Fe+2] ferrocenyl sulphide